2,4-dimethyl-alpha-methylstyrene CC1=C(C(=C)C)C=CC(=C1)C